CSC=1N(C(=C(N1)C1=C(C=CC=C1)[N+](=O)[O-])C1=CC(=NC=C1)NC(C)=O)COCC[Si](C)(C)C N-(4-(2-(Methylthio)-4-(2-nitrophenyl)-1-((2-(trimethylsilyl)ethoxy)methyl)-1H-imidazol-5-yl)pyridin-2-yl)acetamide